ethyl 6-methyl-8-[1-methyl-5-(trifluoromethyl) pyrazol-3-yl]-1,4-dithia-6-azaspiro[4.4]nonane-9-carboxylate CN1C2(SCCS2)C(C(C1)C1=NN(C(=C1)C(F)(F)F)C)C(=O)OCC